undecyl 2-methyl-6-oxo-10-(6-oxo-6-(undecyloxy) hexyl)-7-oxa-2,5,10-triazahexadecan-16-oate CN(C)CCNC(OCCN(CCCCCC(=O)OCCCCCCCCCCC)CCCCCC(OCCCCCCCCCCC)=O)=O